C(C)N(CCOC1=NC=2C=CC=CC2C2=C1C=C(N2)C2=CC=C(C=C2)C(F)(F)F)CC N,N-diethyl-2-((2-(4-(trifluoromethyl)phenyl)Azolo[4,5-c]Quinolin-4-yl)oxy)ethaneAmine